C(C)(C)(C)OC(=O)NC=1C(=CC(=C(C(=O)OCC2=CC=CC=C2)C1)N1C(C=CC1=O)=O)C(=O)OC 1-Benzyl 4-methyl 5-(tert-butoxycarbonylamino)-2-(2,5-dioxo-2,5-dihydropyrrol-1-yl)terephthalate